C(#N)C1CCN(CC1)C=1N=C2C(=NC1)N=C(S2)NC(OC(C)(C)C)=O tert-butyl N-[6-(4-cyanopiperidin-1-yl)-[1,3]thiazolo[4,5-b]pyrazin-2-yl]carbamate